OC(CN)(C)N 2-Hydroxypropylenediamine